NC1=CC(C(NC1=NC=1C(=NN2C1C=CC=C2)OC)=NC=2C(=NN1C2C=CC=C1)OC)=N N,N'-(5-amino-3-iminopyridine-2,6(1H,3H)-diylidene)bis(2-methoxypyrazolo[1,5-a]pyridin-3-amine)